O=C1NC(CCC1N1C(N(C2=C1C=CC=C2N2CCN(CC2)CC2CC(C2)OC[C@@H](C)NC(OC(C)(C)C)=O)C)=O)=O Tert-butyl N-[(1R)-2-[3-[[4-[1-(2,6-dioxo-3-piperidyl)-3-methyl-2-oxo-benzimidazol-4-yl]piperazin-1-yl]methyl] cyclobutoxy]-1-methyl-ethyl]carbamate